O[C@H]1CN(CC[C@H]1NC1=NC=C(C=C1C)C(F)(F)F)S(=O)(=O)C1=CC=C(C=C1)C1=CN=C(N1C)C(=O)N 5-[4-[[(3S,4R)-3-hydroxy-4-[[3-methyl-5-(trifluoromethyl)-2-pyridinyl]amino]-1-piperidinyl]sulfonyl]phenyl]-1-methyl-imidazole-2-carboxamide